N1=C(C=CC=C1)P(C1=CC=CC=C1)C1=CC=CC=C1 pyridyldiphenyl-phosphorus